CC1=CC(=NC(=N1)N1CC2(C1)CNC2)NC=2C=C1C=NNC1=CC2 N-(6-methyl-2-(2,6-diazaspiro[3.3]hept-2-yl)pyrimidin-4-yl)-1H-indazol-5-amine